CC1=CC=C(CNC2=C3NC=NC3=NC=N2)C=C1 6-(4-methylbenzylamino)purine